4-(((6-fluoro-1,3-dimethyl-4-oxo-1,3,4,5-tetrahydropyrazolo[3,4,5-de]quinazolin-7-yl)methyl)piperazin-1-yl)-N,6-dimethylpicolinamide FC1=C(C=C2C=3C(N(C(NC13)=O)C)=NN2C)CC2N(CCNC2)C2=CC(=NC(=C2)C)C(=O)NC